benzyl (E)-3-(((dimethylamino)methylene)carbamoyl)-5-methylenepiperidine-1-carboxylate CN(C)\C=N\C(=O)C1CN(CC(C1)=C)C(=O)OCC1=CC=CC=C1